C1(CC1)CN(C1=CC=C(C=N1)C(=O)OC)C1=CC(=CC(=C1)C(C)(C)C)C(C)(C)C Methyl 6-[(cyclopropylmethyl)(3,5-di-tert-butylphenyl)amino]-pyridine-3-carboxylate